N'-benzyl-4-((7-methoxyquinolin-4-yl)oxy)benzenesulfonimidamide C(C1=CC=CC=C1)N=S(=O)(N)C1=CC=C(C=C1)OC1=CC=NC2=CC(=CC=C12)OC